hexafluorobisphenol A diisocyanate [N-]=C=O.[N-]=C=O.FC(C(C1=CC=C(O)C=C1)(C(F)(F)F)C1=CC=C(C=C1)O)(F)F